C1(CC1)C1=CC=C2C(=NC(=NN21)C2=CNC1=NC=C(C=C12)F)N[C@@H]1[C@H](C2CCC1CC2)C(=O)O (1R,2S,3S,4R)-3-((7-cyclopropyl-2-(5-fluoro-1H-pyrrolo[2,3-b]pyridin-3-yl)pyrrolo[2,1-f][1,2,4]triazin-4-yl)amino)bicyclo[2.2.2]octane-2-carboxylic acid